BrCC(CO)(CO)CO 2-(bromomethyl)-2-(hydroxymethyl)-1,3-propylene glycol